C(CC1=CC=CC=C1)N1C(=NC2=C1C=CC=C2)C2=CC=C(C=C2)Cl 1-phenethyl-2-(4-chlorophenyl)-benzo[d]imidazole